C12COCC(CC1)N2C=2C=C(C=CC2)N2C=CC1=C(C=CC(=C21)C)F N-(3-(3-oxa-8-azabicyclo[3.2.1]octan-8-yl)phenyl)-4-fluoro-7-methyl-1H-indole